(1-iso-butylcyclopropyl)methanamine C(C(C)C)C1(CC1)CN